Cl.Cl.C1(CCCCC1)CN1C(=NC2=C1C=CC=C2)CCN 2-(1-(cyclohexylmethyl)-1H-benzo[d]imidazol-2-yl)ethan-1-amine dihydrochloride